FC=1C=CC(=NC1C)C(=O)NC1=CC2=CN(N=C2C=C1OC)C1CCC(CC1)CO 5-Fluoro-N-(2-((1r,4r)-4-(hydroxymethyl)cyclohexyl)-6-methoxy-2H-indazol-5-yl)-6-methylpicolinamide